C1(CCCCC1)NC1CCCCC1.C(C)(C)(C)OC(=O)N[C@@H](CCCCNC(=O)OC(C)(C)C)C(=O)O N2,N6-bis(tert-butoxycarbonyl)-L-lysine dicyclohexylamine salt